2-ethyl-N-(4-fluoro-3-methylphenyl)-5-(2-((2-hydroxy-2-methylpropyl)amino)-2-oxoacetyl)-1,4-dimethyl-1H-pyrrole-3-carboxamide C(C)C=1N(C(=C(C1C(=O)NC1=CC(=C(C=C1)F)C)C)C(C(=O)NCC(C)(C)O)=O)C